1-(tert-butyl) 4-ethyl 4-cyanopiperidine-1,4-dicarboxylate C(#N)C1(CCN(CC1)C(=O)OC(C)(C)C)C(=O)OCC